monoethanol dihydrate O.O.C(C)O